C(C=C)(=O)N1CC(C1)N1N=C(C=2N=CN(C(C21)=O)C)C2=CC=C(C=C2)C(F)(F)F 1-(1-acryloylazetidin-3-yl)-6-methyl-3-(4-(trifluoromethyl)phenyl)-1,6-dihydro-7H-pyrazolo[4,3-d]pyrimidin-7-one